CC(C)CC(C)(C)C 2,4-trimethylpentane